FC(C=1C=C(C=CC1)NC(C(CCC)(C)C)=O)(F)F N-[3-(trifluoromethyl)phenyl](2,2-dimethyl-pentanamide)